tert-butyl (tert-butoxycarbonyl)(6-fluoro-5-((((1r,3r)-3-(4-fluoro-3-(trifluoromethyl)phenoxy)cyclobutyl)amino)methyl)isoquinolin-3-yl)carbamate C(C)(C)(C)OC(=O)N(C(OC(C)(C)C)=O)C=1N=CC2=CC=C(C(=C2C1)CNC1CC(C1)OC1=CC(=C(C=C1)F)C(F)(F)F)F